(1R,4R)-2,5-diazabicyclo[2.2.1]heptane [C@H]12NC[C@H](NC1)C2